COCCOCC1OC1 2-(2-methoxyethoxy)methyloxirane